C(C(C)C)C1OCCC(C1)(O)C 2-isobutyl-4-methyltetra-hydro-2H-pyran-4-ol